O=C1NC(CCC1N1C(C2=CC=C(C=C2C1=O)N1CC(C1)OC1=NC=C(C=N1)C1=CC=C(C=C1)N(C(C)=O)C1CCC(CC1)NC1=NC2=CC=CC=C2C=N1)=O)=O N-(4-(2-((1-(2-(2,6-dioxopiperidin-3-yl)-1,3-dioxoisoindolin-5-yl)azetidin-3-yl)oxy)pyrimidin-5-yl)phenyl)-N-((1r,4r)-4-(quinazolin-2-ylamino)cyclohexyl)acetamide